ClC=1C=2C(N=C3N(C2C=CC1)C1=CC(=CC=C1C3(C)C)N3[C@H](CN(CC3)C(=O)OC(C)(C)C)C)=O tert-butyl (S)-4-(4-chloro-7,7-dimethyl-5-oxo-5,7-dihydroindolo[1,2-a]quinazolin-10-yl)-3-methylpiperazine-1-carboxylate